naphthyl-isoquinoline iridium [Ir].C1(=CC=CC2=CC=CC=C12)C1=NC=CC2=CC=CC=C12